hydrochloride hemihydrate O.Cl.Cl